((8-chloro-[1,2,4]triazolo[4,3-a]quinazolin-5-yl)(methyl)amino)-N-(1-methylcyclobutyl)-[1,1'-biphenyl]-4-sulfonamide ClC1=CC=C2C(=NC=3N(C2=C1)C=NN3)N(C)C3=C(C=CC(=C3)S(=O)(=O)NC3(CCC3)C)C3=CC=CC=C3